(6-amino-5-(3-hydroxy-2,6-dimethylphenyl)-2-isopropyl-5H-pyrrolo[2,3-b]pyrazin-7-yl)(1H-indol-2-yl)methanone NC1=C(C=2C(=NC=C(N2)C(C)C)N1C1=C(C(=CC=C1C)O)C)C(=O)C=1NC2=CC=CC=C2C1